ClC1=C(C(=O)NC=2C=CC(=C(C2)N(C(OC(C)(C)C)=O)C)F)C=C(C=C1)NC(=O)[C@@H]1C([C@H]1C1=CC(=CC(=C1)Cl)Cl)(Cl)Cl trans-tert-Butyl (5-(2-chloro-5-(2,2-dichloro-3-(3,5-dichlorophenyl)cyclopropane-1-carboxamido)benzamido)-2-fluorophenyl)(methyl)carbamate